Ethyl-3-methylimidazolium Acetate C(C)(=O)[O-].C(C)C=1NC=C[N+]1C